(S)-2-((((9H-fluoren-9-yl)methoxy)carbonyl)amino)-3-(4'-ureido-[1,1'-biphenyl]-4-yl)propanoic acid C1=CC=CC=2C3=CC=CC=C3C(C12)COC(=O)N[C@H](C(=O)O)CC1=CC=C(C=C1)C1=CC=C(C=C1)NC(=O)N